ClC1=CC=C(C=C1)C1(CCN(CC1)CCCC(=O)C1=CC=C(C=C1)F)O 4-[4-(4-chlorophenyl)-4-hydroxypiperidin-1-yl]-1-(4-fluorophenyl)butan-1-one